C(C)(=O)OC=CC=CCCCCCCC undec-1,3-dien-1-yl acetate